N[C@H](CC(=O)[O-])C(=O)[O-] d-aspartate